(S)-3-(6-(allyloxy)-2,3-dichlorophenyl)-5-methoxy-3,4-dihydro-2H-pyrrole C(C=C)OC1=CC=C(C(=C1[C@H]1CN=C(C1)OC)Cl)Cl